C1(=CC=CC=C1)C1=C(C=C(N2C1C1=CC=CC=C1C=C2)C(=O)C2=CC(=CC=C2)Cl)F 1-phenyl-2-fluoro-4-(3-chlorophenyl)formyl-11bH-pyrido[2,1-a]isoquinoline